ClC1=C2C=C(N(C2=CC(=C1Cl)OC)C)C(=O)N[C@@]1(COCC1)C1=C(C=C(C=C1)C(C(=O)O)(C)C)F |r| (±)-2-{4-[3-(4,5-dichloro-6-methoxy-1-methyl-1H-indole-2-amido)oxolan-3-yl]-3-fluorophenyl}-2-methylpropanoic acid